3-(7-methoxy-1-oxo-5-piperazin-1-yl-isoindolin-2-yl)piperidine-2,6-dione COC=1C=C(C=C2CN(C(C12)=O)C1C(NC(CC1)=O)=O)N1CCNCC1